methyl 1-(1,1-dioxidothietan-3-yl)-3-methylindazole-5-carboxylate O=S1(CC(C1)N1N=C(C2=CC(=CC=C12)C(=O)OC)C)=O